1-cyclobutyl-N-{[3-(4-{[(3S,4R)-3-fluoro-1-methylpiperidin-4-yl]amino}-1-(2,2,2-trifluoroethyl)-1H-indol-2-yl)-1,2,4-oxadiazol-5-yl]methyl}-1H-pyrazole-4-carboxamide C1(CCC1)N1N=CC(=C1)C(=O)NCC1=NC(=NO1)C=1N(C2=CC=CC(=C2C1)N[C@H]1[C@H](CN(CC1)C)F)CC(F)(F)F